2-(5-fluoropyridin-2-yl)-6,6-dimethyl-3-(1H-pyrazolo[3,4-b]pyridin-4-yl)-6,7-dihydro-4H-pyrazolo[5,1-c][1,4]oxazine FC=1C=CC(=NC1)C1=NN2C(COC(C2)(C)C)=C1C1=C2C(=NC=C1)NN=C2